C(C1=CC=CC=C1)OC(=O)N1C[C@H]([C@@H](CC1)O)F.FC(C=1N=C(SC1)CC1CC2(CN(C2)C(=O)N2CC3(C2)NC(OC3)=O)C1)(F)F 2-[6-[[4-(trifluoromethyl)thiazol-2-yl]methyl]-2-azaspiro[3.3]heptane-2-carbonyl]-7-oxa-2,5-diazaspiro[3.4]octan-6-one trans-benzyl-3-fluoro-4-hydroxypiperidine-1-carboxylate